(4R)-4-amino-2-ethyl-isoxazolidin-3-one hydrochloride Cl.N[C@H]1C(N(OC1)CC)=O